N1,N2-dibenzyl-ethane-1,2-diamine C(C1=CC=CC=C1)NCCNCC1=CC=CC=C1